(S)-N-[(R)-(4,5-dichloro-2-hydroxyphenyl)[1-(6-methoxypyridin-3-yl)piperidin-4-yl]methyl]-2-methylpropane-2-sulfinamide ClC1=CC(=C(C=C1Cl)[C@H](N[S@@](=O)C(C)(C)C)C1CCN(CC1)C=1C=NC(=CC1)OC)O